5-(2-Chloro-4-methylphenyl)-1-phenyl-1H-benzo[d]imidazole-7-carboxylic acid ClC1=C(C=CC(=C1)C)C1=CC2=C(N(C=N2)C2=CC=CC=C2)C(=C1)C(=O)O